2-chloro-7-(cyclohexylmethyl)-5,6,7,8-tetrahydro-1,6-naphthyridine ClC1=NC=2CC(NCC2C=C1)CC1CCCCC1